7-(4-chlorobenzyl)-1-(3-hydroxypropyl)-8-(4-isopropoxycyclohex-1-en-1-yl)-3-methyl-3,7-dihydro-1H-purine-2,6-dione ClC1=CC=C(CN2C(=NC=3N(C(N(C(C23)=O)CCCO)=O)C)C2=CCC(CC2)OC(C)C)C=C1